4-cyclopropyl-2-oxo-pyrrolidine-1-carboxylic acid tert-butyl ester C(C)(C)(C)OC(=O)N1C(CC(C1)C1CC1)=O